1-(tert-butyl) 2-methyl (2S,4S)-2-(2-(chloromethyl) allyl)-4-hydroxy-pyrrolidine-1,2-dicarboxylate ClCC(C[C@@]1(N(C[C@H](C1)O)C(=O)OC(C)(C)C)C(=O)OC)=C